NCCCOCCOCCOCCCN 1,13-Diamino-4,7,10-trioxatridecan